C1(CCCCC1)C(CC(=O)C1CCC1)=O 1-cyclohexyl-3-cyclobutyl-1,3-propanedione